ClC=1C=CC2=C(C(CO2)NC(=O)C2CCN(CC2)C(=O)C2=NNC(=C2)C2=CC(=NC=C2Cl)OC)C1 N-(5-chloro-2,3-dihydrobenzofuran-3-yl)-1-(5-(5-chloro-2-methoxypyridin-4-yl)-1H-pyrazole-3-carbonyl)piperidine-4-carboxamide